COC=1C=C(C=CC1OC)C=CC1=NC=2N(C(N(C(C2N1)=O)CC)=O)CC 8-[2-(3,4-dimethoxyphenyl)vinyl]-1,3-diethyl-3,7-dihydro-1H-purine-2,6-dione